CC1=NC=C(C=C1NC(=O)C=1N=NN2C1C=CC(=C2)C=2C=NC=C(C2)N2N=CC=C2)NC(CN2[C@H](CCC2)C)=O N-[2-methyl-5-[[2-[(2S)-2-methylpyrrolidin-1-yl]acetyl]amino]-3-pyridyl]-6-(5-pyrazol-1-yl-3-pyridyl)triazolo[1,5-a]pyridine-3-carboxamide